FC1=CC(=C(C=C1C1=CC(=C(C=C1)N1CCOCC1)F)NC(=O)C1=CNC(C=C1C(F)(F)F)=O)N1C[C@H](N([C@@H](C1)C)C)C N-[4-fluoro-5-(3-fluoro-4-morpholin-4-ylphenyl)-2-[(3R,5R)-3,4,5-trimethylpiperazin-1-yl]phenyl]-6-oxo-4-(trifluoromethyl)-1H-pyridine-3-carboxamide